C(C(=C)C)(=O)OCCC[Si](OC(=C)C)(OC(=C)C)OC(=C)C methacryloxypropyltriisopropenoxysilane